C(C)(C)(C)OC(=O)N1CC(C(C1)O)NC(C)=O 3-acetamido-4-hydroxy-tetrahydropyrrole-1-carboxylic acid tert-butyl ester